3-isopropylpyridin-2(1H)-one-1-d C(C)(C)C=1C(N(C=CC1)[2H])=O